N-(2-chloropyridin-4-yl)-3-(3-methyl-4-nitrophenyl)-2-(trifluoromethyl)oxazolidine-5-carboxamide ClC1=NC=CC(=C1)NC(=O)C1CN(C(O1)C(F)(F)F)C1=CC(=C(C=C1)[N+](=O)[O-])C